Methyl-(R/S)-lactat COC([C@H](O)C)=O |r|